methyl acrylate (Methyl acrylate) CC(C(=O)O)=C.C(C=C)(=O)OC